1-butyl-3-methylimidazole chloride salt [Cl-].C(CCC)N1CN(C=C1)C